[(3R,9aS)-3-(3-chloro-4-fluoro-phenyl)-3,4,6,7,9,9a-hexahydro-1H-pyrazino[2,1-c][1,4]oxazin-8-yl]-(2-fluoro-3-methoxyphenyl)methanone ClC=1C=C(C=CC1F)[C@@H]1CN2[C@H](CO1)CN(CC2)C(=O)C2=C(C(=CC=C2)OC)F